CC1=C2C=NNC2=CC=C1\C(=C(/CC)\C1=CC=CC=C1)\C1=CC=C(C=C1)/C=C/C(=O)O (E)-3-(4-((E)-1-(4-methyl-1H-indazol-5-yl)-2-phenylbut-1-en-1-yl)phenyl)acrylic acid